3-(5-bromothiazol-2-yl)bicyclo[1.1.1]pentan-1-amine BrC1=CN=C(S1)C12CC(C1)(C2)N